tert-butyl (S)-3-(5-bromo-3-(3-hydroxy-2,2-dimethylpropyl)-2-(2-(1-methoxyethyl)pyridin-3-yl)-1H-indol-1-yl)azetidine-1-carboxylate BrC=1C=C2C(=C(N(C2=CC1)C1CN(C1)C(=O)OC(C)(C)C)C=1C(=NC=CC1)[C@H](C)OC)CC(CO)(C)C